rac-(1S*,2S*)-2-(5-chloro-2-nitrophenyl)-N-(2-((6-cyclopropylimidazo[1,2-a]pyridin-2-yl)methyl)-2H-pyrazolo[4,3-c]pyridin-4-yl)cyclopropane-1-carboxamide ClC=1C=CC(=C(C1)[C@@H]1[C@H](C1)C(=O)NC1=NC=CC=2C1=CN(N2)CC=2N=C1N(C=C(C=C1)C1CC1)C2)[N+](=O)[O-] |r|